CCC(CCC)[BH-](C(CC)CCC)C(CC)CCC.[Li+] lithium tri(hex-3-yl)borohydride